C(C(=C)C)(=O)OCC1OC2(OC1)OCCCCC2 2-methacryloxymethyl-1,4,6-trioxaspiro[4.6]undecane